CC(C(=O)N(C1SC(=CN1C1C(CC1)(C)C)C)C1=CC(=NC(=C1)F)F)C 2-[(2-methylpropanoyl)(2,6-difluoropyridin-4-yl)amino]-N-(2,2-dimethylcyclobutyl)-5-methylthiazole